C(C)OC(=O)C=1N=C2N(C(=NC(=C2C2=CC(=NC(=C2)C)C)C2=CC=CC=C2)NCC2=C(C=C(C=C2)OC)OC)C1.C1(=CC=CC=C1)C1=C(C(=NN=N1)C1=C(C=CC=C1)C1=C(C=CC=2[Se]C3=C(C21)C=CC=C3)C3=CC=CC=C3)C3=C(C=CC=C3)C3=CC=CC=C3 [phenyl(biphenylyl)triazinyl](phenyldibenzoselenophenyl)benzene ethyl-5-(2,4-dimethoxybenzylamino)-8-(2,6-dimethylpyridin-4-yl)-7-phenylimidazo[1,2-c]pyrimidine-2-carboxylate